4-((1-butyl-3-(3'-methoxy-[1,1'-biphenyl]-4-yl)ureido)methyl)-N-hydroxybenzamide C(CCC)N(C(=O)NC1=CC=C(C=C1)C1=CC(=CC=C1)OC)CC1=CC=C(C(=O)NO)C=C1